[C@H]12N(C[C@H](NC1)C2)C(=O)N2CCN1C=C(C3=CC(=CC(=C13)C2)F)C=2C(NC(C2C2=CN=C1N2C=CC=C1)=O)=O 3-(2-((1R,4R)-2,5-diazabicyclo[2.2.1]heptane-2-carbonyl)-9-fluoro-1,2,3,4-tetrahydro-[1,4]diazepino[6,7,1-hi]indol-7-yl)-4-(imidazo[1,2-a]pyridin-3-yl)-1H-pyrrole-2,5-dione